N2-(1,3-dimethyl-1H-pyrazol-4-yl)-5-(1H-indol-3-yl)-7-isopropyl-7H-pyrrolo[2,3-d]pyrimidine-2,4-diamine CN1N=C(C(=C1)NC=1N=C(C2=C(N1)N(C=C2C2=CNC1=CC=CC=C21)C(C)C)N)C